4-methoxy-6-(1-(piperidin-4-yl)-1H-imidazol-4-yl)pyrazolo[1,5-a]pyridine-3-carbonitrile COC=1C=2N(C=C(C1)C=1N=CN(C1)C1CCNCC1)N=CC2C#N